[K].FC1=CC=C(C=C1)N1N=CC2=C1C[C@@H]1CCN(C[C@]1(C2)C(=O)C=2N=CSC2)S(=O)(=O)C2=NN(N=C2)C(C)C ((4aR,8aS)-1-(4-fluorophenyl)-6-((2-isopropyl-2H-1,2,3-triazol-4-yl)sulfonyl)-4,4a,5,6,7,8,8a,9-octahydro-1H-pyrazolo[3,4-g]isoquinolin-4a-yl)(thiazol-4-yl)methanone potassium